OC(C)[C@@H]1CN(CC1)C(=O)OC(C)(C)C t-butyl (S)-3-(1-hydroxyethyl)pyrrolidine-1-carboxylate